methyl 2-(4-(benzo[d]thiazol-2-ylmethyl)piperazin-1-yl)-4-hydroxybenzoate S1C(=NC2=C1C=CC=C2)CN2CCN(CC2)C2=C(C(=O)OC)C=CC(=C2)O